dibenzyl-(R)-2-(dimethylcarbamoyl)piperazine-1,4-dicarboxylic acid C(C1=CC=CC=C1)C1[C@@](N(CCN1C(=O)O)C(=O)O)(C(N(C)C)=O)CC1=CC=CC=C1